C(C)N1C[C@@H](CCC1)NC1=C2C(=C(N=N1)C1=C(C=C(C=C1)C(F)(F)F)O)N(N=C2)C 2-[4-[[(3R)-1-ethyl-3-piperidyl]amino]-1-methyl-pyrazolo[3,4-d]pyridazin-7-yl]-5-(trifluoromethyl)phenol